1-methoxycyclohexane-1-carboxylic acid methyl ester COC(=O)C1(CCCCC1)OC